(4S)-4-aminopentan-2-one hydrochloride Cl.N[C@H](CC(C)=O)C